(S)-2-((tert-butoxycarbonyl)amino)-5-phenylpentanoic acid C(C)(C)(C)OC(=O)N[C@H](C(=O)O)CCCC1=CC=CC=C1